2-(6-(4-(3H-imidazo[4,5-b]pyridin-7-yl)-1H-pyrazol-1-yl)pyridin-3-yl)-2-cyclopropylacetonitrile N1=CNC2=NC=CC(=C21)C=2C=NN(C2)C2=CC=C(C=N2)C(C#N)C2CC2